(S)-1-(tert-Butoxycarbonyl)-4-cyclopropyl-2,5-dihydro-1H-pyrrole-2-carboxylic acid C(C)(C)(C)OC(=O)N1[C@@H](C=C(C1)C1CC1)C(=O)O